4-chloro-5-fluoropyrrolo[2,3-d]pyrimidine ClC1=C2C(NC=N1)=NC=C2F